(1-ethylcyclopropyl)((5s,7s)-7-fluoro-5-phenyl-6,7-dihydro-5H-pyrrolo[1,2-b][1,2,4]triazol-2-yl)methanone tert-butyl-2-(2,6-difluoro-3-pyridyl)-2-oxo-acetate C(C)(C)(C)OC(C(=O)C=1C(=NC(=CC1)F)F)=O.C(C)C1(CC1)C(=O)C=1N=C2N(N1)[C@@H](C[C@@H]2F)C2=CC=CC=C2